2,2-bis[4-(2-methacryloyloxypropoxy)phenyl]propane C(C(=C)C)(=O)OC(COC1=CC=C(C=C1)C(C)(C)C1=CC=C(C=C1)OCC(C)OC(C(=C)C)=O)C